1-(prop-2-enyldisulfanyl)propane C(C=C)SSCCC